C(CC)S(=O)(=O)[O-].[NH4+] Ammonium 1-propanesulfonate